NC=1N=CC(=NC1OCC1=C(C(=CC=C1F)F)Cl)C1=CC=C(C=C1)C(=O)N1C[C@@H](CC1)N(C)C {4-[5-amino-6-(2-chloro-3,6-difluoro-benzyloxy)-pyrazin-2-yl]-phenyl}-[(3R)-3-dimethylamino-pyrrolidin-1-yl]-methanone